Ethyl (S)-3-(3-(4-Hydroxy-1,5-dimethyl-2-oxo-1,2-dihydropyridin-3-yl)ureido)-3-(2-methylbiphenyl-3-yl)propanoat OC1=C(C(N(C=C1C)C)=O)NC(N[C@@H](CC(=O)OCC)C=1C(=C(C=CC1)C1=CC=CC=C1)C)=O